2,2',2'',2'''-[(2S)-2-(4-[2-(2-ethoxyethoxy)ethoxy]benzyl)-1,4,7,10-tetraazacyclododecane-1,4,7,10-tetrayl]tetraacetic acid C(C)OCCOCCOC1=CC=C(C[C@@H]2N(CCN(CCN(CCN(C2)CC(=O)O)CC(=O)O)CC(=O)O)CC(=O)O)C=C1